1-(7-(6-(8-chloro-7-fluoronaphthalen-1-yl)-7-fluoroisothiazolo[4,3-c]pyridin-3-yl)-2,7-diazaspiro[3.5]nonan-2-yl)prop-2-en-1-one ClC=1C(=CC=C2C=CC=C(C12)C1=C(C=2C(C=N1)=C(SN2)N2CCC1(CN(C1)C(C=C)=O)CC2)F)F